di(heptadecan-9-yl) 8,8'-((2,3-bis((3-(piperidin-1-yl)propanoyl)oxy)butane-1,4-diyl)bis(oxy))dioctanoate N1(CCCCC1)CCC(=O)OC(COCCCCCCCC(=O)OC(CCCCCCCC)CCCCCCCC)C(COCCCCCCCC(=O)OC(CCCCCCCC)CCCCCCCC)OC(CCN1CCCCC1)=O